CC=1C=C(C=C(C1)C)B(O)O 3,5-dimethylbenzeneboronic acid